C(N)(=O)C=1C=C2C=NN(C2=CC1)CC1=CC=C(C=C1)P(OCC)(OCC)=O diethyl (4-((5-carbamoyl-1H-indazol-1-yl)methyl)phenyl)phosphonate